NCC(CN1N=CN(C1=O)C1=NC=CC(=C1)C=1C=NC(=CC1)C(F)(F)F)=C(F)F 2-[2-(aminomethyl)-3,3-difluoro-allyl]-4-[4-[6-(trifluoromethyl)-3-pyridyl]-2-pyridyl]-1,2,4-triazol-3-one